CC1CN(CC(C1)C)C1=NC=C(C=C1)B1OC(C(O1)(C)C)(C)C 2-(3,5-dimethylpiperidin-1-yl)-5-(4,4,5,5-tetramethyl-1,3,2-dioxaborolan-2-yl)pyridine